FC1=CC(=NC=C1)CC1=CC(=CC(=C1)C(F)(F)F)F 4-fluoro-2-(3-fluoro-5-(trifluoromethyl)benzyl)pyridine